methyl 3-(chlorosulfonyl)-4-methylbenzoate ClS(=O)(=O)C=1C=C(C(=O)OC)C=CC1C